NC1=NC2=C(N1)C=CC(=C2)NC(=O)[C@@H]2O[C@]([C@H]([C@H]2C2=C(C(=C(C=C2)F)F)OC)C)(C(F)(F)F)C (2R,3S,4S,5R)-N-(2-amino-1H-benzo[d]imidazol-5-yl)-3-(3,4-difluoro-2-methoxyphenyl)-4,5-Dimethyl-5-(trifluoromethyl)tetrahydrofuran-2-carboxamide